BrN1C(CCC1=O)=O 1-bromo-pyrrolidine-2,5-dione